COC(C1=C(C=C(C(=C1)NC(C)C)NC1=CC(=NC=C1F)OCC(F)F)F)=O 4-((2-(2,2-difluoroethoxy)-5-fluoropyridin-4-yl)amino)-2-fluoro-5-(isopropylamino)benzoic acid methyl ester